4-(4-((4-(3-((2-((1S)-1-((tetrahydro-2H-pyran-2-yl)oxy)ethyl)-1H-imidazol-1-yl)methyl)isoxazol-5-yl)phenyl)ethynyl)benzyl)piperazin-2-one O1C(CCCC1)O[C@@H](C)C=1N(C=CN1)CC1=NOC(=C1)C1=CC=C(C=C1)C#CC1=CC=C(CN2CC(NCC2)=O)C=C1